C(C1=CC=CC=C1)N1C(=NC2=C1C=CC(=C2)[N+](=O)[O-])C 1-benzyl-2-methyl-5-nitro-1H-1,3-benzimidazole